C1(=CC=C(C=C1)C1=CC=CC=2C3=C(SC21)C=CC=C3)C3=CC=CC=C3 6-(1,1'-biphenyl-4-yl)dibenzothiophene